1-methyl-2-(2',6'-difluorophenyl)benzimidazole CN1C(=NC2=C1C=CC=C2)C2=C(C=CC=C2F)F